N1=C(C=CC=C1)C1=C2C=3C=C(C(=CC3C3=C(C2=CC(=C1)OCCCCCC)C=C(C(=C3)OCCCCCC)OCCCCCC)OCCCCCC)OCCCCCC 2-pyridyl-3,6,7,10,11-penta(n-hexyloxy)benzophenanthrene